IC1=CC=2C(=NC=CC2S1)CC#N 2-(2-iodothieno[3,2-c]pyridin-4-yl)acetonitrile